(E)-(3-(3-(naphthalen-2-yl)-1-phenyl-1H-pyrazol-4-yl)acryloyl)-methyl-D-tryptophan C1=C(C=CC2=CC=CC=C12)C1=NN(C=C1/C=C/C(=O)N([C@H](CC1=CNC2=CC=CC=C12)C(=O)O)C)C1=CC=CC=C1